C(C)(C)(C)OC(=O)N1C(CC(C1)=CC1=CCC2(CC2)CC1)CO 2-(hydroxymethyl)-4-(spiro[2.5]oct-5-en-6-ylmethylene)pyrrolidine-1-carboxylic acid tert-butyl ester